F[C@H]1CCN(C1)C(CN1CCC(CC1)OC1=CC=C2C=CN=CC2=C1)=O (2S,4S)-4-fluoro-1-[2-[4-(7-isoquinolyloxy)-1-piperidyl]acetyl]pyrrolidine